CN1C(N(C2=C1C=CC(=C2)C=2C=CC=C1C=C(N=CC21)C=2C=CC(=NC2)C(=O)NCCC#CC2=C1CN(C(C1=CC=C2)=O)C2C(NC(CC2)=O)=O)C)=O 5-(8-(1,3-Dimethyl-2-oxo-2,3-dihydro-1H-benzo[d]imidazol-5-yl)isoquinolin-3-yl)-N-(4-(2-(2,6-dioxopiperidin-3-yl)-1-oxoisoindolin-4-yl)but-3-yn-1-yl)picolinamide